N-(4-Cyanobenzyl)-1-(2-hydroxyethyl)-6-((1-((1-methylcyclopropyl)sulfonyl)cyclopropyl)methyl)-7-oxo-4,5,6,7-tetrahydro-1H-pyrazolo[3,4-c]pyridine-3-carboxamide C(#N)C1=CC=C(CNC(=O)C2=NN(C=3C(N(CCC32)CC3(CC3)S(=O)(=O)C3(CC3)C)=O)CCO)C=C1